NC1=C2C(=NC=N1)N(N=C2C#CC=2C=CC1=C(N=C(O1)C1CC1)C2)C2CN(C2)C(C=C)=O 1-(3-(4-amino-3-((2-cyclopropylbenzo[d]oxazol-5-yl)ethynyl)-1H-pyrazolo[3,4-d]pyrimidin-1-yl)azetidin-1-yl)prop-2-en-1-one